6-[(2S)-2-aminopropyl]-2-chloro-N-[(furan-2-yl)methyl]-7-(4-methoxyphenyl)thieno[3,2-d]pyrimidine-4-amine formate C(=O)O.N[C@H](CC1=C(C=2N=C(N=C(C2S1)NCC=1OC=CC1)Cl)C1=CC=C(C=C1)OC)C